2,2'-(octylimino)bisethanol C(CCCCCCC)N(CCO)CCO